C(C)(C)(C)C1=NOC(=N1)C(=O)NCC1=C(C=C(C=C1)C1=NC=NN2C1=CC(=C2)N2CCOCC2)Cl 3-(tert-butyl)-N-(2-chloro-4-(6-morpholinopyrrolo[2,1-f][1,2,4]triazin-4-yl)benzyl)-1,2,4-oxadiazole-5-carboxamide